FC=1C(=NC(=CC1)F)C1=NN(C=C1NC(=O)C=1N=C(SC1)C=1C=NNC1)C1CCC(CC1)OCC N-(3-(3,6-difluoropyridin-2-yl)-1-((1s,4s)-4-ethoxycyclohexyl)-1H-pyrazol-4-yl)-2-(1H-pyrazol-4-yl)thiazole-4-carboxamide